N-(2-((2S,4S)-4-amino-2-(hydroxymethyl)pyrrolidin-1-yl)-5-fluorophenyl)-2-(2-fluoro-6-methoxyphenyl)pyrimidine-4-carboxamide hydrochloride Cl.N[C@H]1C[C@H](N(C1)C1=C(C=C(C=C1)F)NC(=O)C1=NC(=NC=C1)C1=C(C=CC=C1OC)F)CO